[O-2].[Ce+3].[O-2].[O-2].[Ce+3] cerous oxide